OC(C(=O)O)CCCCCCCCCCC α-hydroxytridecanoic acid